7-(4-fluorophenyl)-8-((3-hydroxy-2-methoxypropyl)thio)-6-(trifluoromethyl)quinazoline-2,4(1H,3H)-dione FC1=CC=C(C=C1)C1=C(C=C2C(NC(NC2=C1SCC(CO)OC)=O)=O)C(F)(F)F